Cl.NCCCCC=1C=C(C=CC1)CN1CCC(CC1)C1=CC=C(NC2C(NC(CC2)=O)=O)C=C1 3-[4-[1-[[3-(4-aminobutyl)phenyl]methyl]-4-piperidyl]anilino]piperidine-2,6-dione hydrochloride